N1(C=NC=C1)N1C(=NC2=C1C=CC=C2)SCC2=NC=CC(=C2C)OCCCOC (imidazol-1-yl)-2-[({4-[(3-methoxypropyl)oxy]-3-methylpyridin-2-yl}methyl)thio]-1H-benzo[d]imidazole